C(C)(C)(C)OC(C(CCOC(C)(C)C)N1C(C=C(C(=C1)OCCCCCCCCCCCCCC)C1=C(C=CC(=C1)Cl)C(CC)=O)=O)=O 4-tert-butoxy-2-[4-(5-chloro-2-propionyl-phenyl)-2-oxo-5-(tridecylmethoxy)-1-pyridinyl]butanoic acid tert-butyl ester